2,3,4,5,6-pentafluoro-N,N-dimethylbenzamide FC1=C(C(=O)N(C)C)C(=C(C(=C1F)F)F)F